C(C)OC(=O)C=1N=CN(C1)CC1=C(C=C(C=C1)N1CC2C(C2C1)(F)F)Br 1-[(2-bromo-4-{6,6-difluoro-3-azabicyclo[3.1.0]hex-3-yl}phenyl)methyl]-1H-imidazole-4-carboxylic acid ethyl ester